ClCC1=NC=C(N=C1)C1=CC(=CC=C1)F 2-(chloromethyl)-5-(3-fluorophenyl)pyrazine